C(=C)OCCCN(CC)CC 3-(diethylamino)propyl vinyl ether